ClC1=NC(=CC(=C1)C=O)C 2-CHLORO-6-METHYLPYRIDINE-4-CARBOXALDEHYDE